FC1=C(C=CC=C1)C=1C(=CC2=C(N(C(N=C2N2C3(CC3)CNCC2)=O)C=2C(=NC=CC2C)C(C)C)N1)C#N 7-(2-fluorophenyl)-1-(2-isopropyl-4-methylpyridin-3-yl)-2-oxo-4-(4,7-diazaspiro[2.5]octane-4-yl)-1,2-dihydropyrido[2,3-d]pyrimidine-6-carbonitrile